glycidic acid (2-ethylhexyl) ester C(C)C(COC(C1CO1)=O)CCCC